3-((3-(benzofuran-5-yl)-6-(3-methoxypropyl)pyrazin-2-yl)amino)bicyclo[1.1.1]pentane-1-carboxylic acid O1C=CC2=C1C=CC(=C2)C=2C(=NC(=CN2)CCCOC)NC21CC(C2)(C1)C(=O)O